FC(N1N=C(C=C1)C=1C=C(C=C(C1)C=1C=NN(C1)C(C)C)[C@@H](C)NC(C1=C(C=CC(=C1)OCCN(C)C)C)=O)F (R)-N-(1-(3-(1-(difluoromethyl)-1H-pyrazol-3-yl)-5-(1-isopropyl-1H-pyrazol-4-yl)phenyl)ethyl)-5-(2-(dimethylamino)ethoxy)-2-methylbenzamide